(2r,3s,5r)-2-((((1s,3s,6r)-6-(5-fluoropyrimidin-2-yl)bicyclo[4.1.0]hept-3-yl)oxy)methyl)-5-methyl-3-(methylsulfonylamino)pyrrolidine-1-carboxylic acid FC=1C=NC(=NC1)[C@]12CC[C@@H](C[C@@H]2C1)OC[C@@H]1N([C@@H](C[C@@H]1NS(=O)(=O)C)C)C(=O)O